C(C)(C)(C)OC(=O)N1CCC(CC1)C1=CC=CC(=N1)OCC1=C(C=C(C(=O)O)C=C1)OC 4-(((6-(1-(tert-butoxycarbonyl)piperidin-4-yl)pyridin-2-yl)oxy)methyl)-3-methoxybenzoic acid